FC=1C=C(C=C2CCCC12)O 7-fluoro-2,3-dihydro-1H-inden-5-ol